tert-butyl 7-(1-((6-ethoxy-2-methylpyrazolo[1,5-a]pyridin-5-yl)carbamoyl)-2,3-dihydro-1H-pyrrolo[2,3-b]pyridin-4-yl)-4,7-diazaspiro[2.5]octane-4-carboxylate C(C)OC=1C(=CC=2N(C1)N=C(C2)C)NC(=O)N2CCC=1C2=NC=CC1N1CCN(C2(CC2)C1)C(=O)OC(C)(C)C